N-(N,N-dimethyl-2-aminocyclohepta[b]benzofur-9-yl)imidazole-4-carboxamide CN(C1=CC=C2C(=C3C(O2)=CC=CC(=C3)NC(=O)C=3N=CNC3)C1)C